(3S,6S,7R,8R)-8-benzyl-3-[({3-[(isobutyryloxy) methoxy]-4-methoxypyridin-2-yl} carbonyl) amino]-6-methyl-4,9-dioxo-1,5-dioxononan-7-yl 2-methylpropionate CC(C(=O)O[C@@H]([C@@H](C(C([C@H](CC=O)NC(=O)C1=NC=CC(=C1OCOC(C(C)C)=O)OC)=O)=O)C)[C@H](C=O)CC1=CC=CC=C1)C